CSC1=NC=C(C(=N1)C=1N(CCN1)NC1=C(C=CC=C1Cl)Cl)Br 2-(2-methylsulfanyl-5-bromopyrimidin-4-yl)-N-(2,6-dichlorophenyl)-4,5-dihydro-1H-imidazol-1-amine